ClC1=NC=C(C=C1)N1C=NC=C1 2-chloro-5-(1H-imidazol-1-yl)pyridine